O=C1NC(CCC1N1C(C2=CC=C(C=C2C1=O)N1CCC2(CC(CC2)N2CCN(CC2)C2=CC=C(C=C2)[N+](=O)[O-])CC1)=O)=O 2-(2,6-dioxo-3-piperidyl)-5-[3-[4-(4-nitrophenyl)piperazin-1-yl]-8-azaspiro[4.5]decan-8-yl]isoindoline-1,3-dione